O1C[C@@H](OC2=NC=CC=C21)C2=CC=C(CN1CCC(CC1)(C(=O)O)C)C=C2 1-{4-[(3S)-2,3-dihydro[1,4]dioxino[2,3-b]pyridin-3-yl]benzyl}-4-methylpiperidine-4-carboxylic acid